(R*)-6-(4-fluoro-2-methyl-phenyl)-1-(2-hydroxybutyl)-3H-imidazo[4,5-b]Pyridin-2-one FC1=CC(=C(C=C1)C=1C=C2C(=NC1)NC(N2C[C@@H](CC)O)=O)C |o1:17|